C1(CCCC=2C3=CC=CC=C3NC12)NC(=O)C=1C2=C(NN1)CCC2 N-(2,3,4,9-tetrahydro-1H-carbazol-1-yl)-1,4,5,6-tetrahydrocyclopenta[c]pyrazole-3-carboxamide